5-ethynyl-6-fluoronaphthalen-2-yl dimethylcarbamate trimesoate C(C1=CC(C(=O)O)=CC(C(=O)O)=C1)(=O)O.CN(C(OC1=CC2=CC=C(C(=C2C=C1)C#C)F)=O)C